FC(OC1=CC=C(C=C1)S(=O)(=O)N1C2CC(CC1CC2)NC2COC2)F 8-((4-(Difluoromethoxy)phenyl)sulfonyl)-N-(oxetan-3-yl)-8-azabicyclo[3.2.1]octan-3-amine